tert-butyl (7-(hydroxymethyl)quinoline-4-carbonyl)glycinate OCC1=CC=C2C(=CC=NC2=C1)C(=O)NCC(=O)OC(C)(C)C